benzylthio-2-(2-methoxyethyl)isoquinolin-1-one C(C1=CC=CC=C1)SC=1N(C(C2=CC=CC=C2C1)=O)CCOC